FC1(CC2(C1)CC(N(CC2)CC2=C1C=CNC1=C(C=C2OC)C)C2=CC(=C(C(=O)O)C=C2)NC)F 4-(2,2-Difluoro-7-((5-methoxy-7-methyl-1H-indol-4-yl)methyl)-7-azaspiro[3.5]nonan-6-yl)-2-(methylamino)benzoic acid